C(C)OC(NC(NC1=NC=C(C=C1)S(=O)(=O)C)=S)=O N-[(5-methanesulfonylpyridin-2-yl)thiocarbamoyl]carbamic acid ethyl ester